N-[(2E)-3-(benzenesulfonyl)prop-2-en-1-yl]-2-oxo-1H,2H,5H,6H,7H-cyclopenta[b]pyridine-3-carboxamide C1(=CC=CC=C1)S(=O)(=O)/C=C/CNC(=O)C1=CC2=C(NC1=O)CCC2